N-hexylpyridine bis(trifluoromethanesulfonyl)imide salt [N-](S(=O)(=O)C(F)(F)F)S(=O)(=O)C(F)(F)F.C(CCCCC)N1CC=CC=C1